6-bromo-4-cyclopropyloxyquinoline-2-carboxylic acid methyl ester COC(=O)C1=NC2=CC=C(C=C2C(=C1)OC1CC1)Br